methyl-4-(pyridin-3-yl)-1H-pyrrole-2-carboxylic acid ethyl ester C(C)OC(=O)C=1N(C=C(C1)C=1C=NC=CC1)C